N-(2-((S)-1-(3,4-difluorophenyl)-6-oxopiperidine-2-yl)-1-((trans)-4-methoxycyclohexyl)-1H-benzo[d]imidazole-5-yl)methylsulfonamide FC=1C=C(C=CC1F)N1[C@@H](CCCC1=O)C1=NC2=C(N1[C@@H]1CC[C@H](CC1)OC)C=CC(=C2)CNS(=O)=O